BrC1=CN(C2=CN=C(C=C21)NC(C([2H])([2H])[2H])=O)C N-(3-bromo-1-methyl-1H-pyrrolo[2,3-c]pyridin-5-yl)acetamide-2,2,2-d3